C(=O)O.C(C=C)(=O)N1[C@H](CN(CC1)C1=NC(=NC=2C=C(CCC12)C1=CC=CC2=CC=CC=C12)OC[C@H]1N(CCC1)C)CC#N 2-((S)-1-acryloyl-4-(2-(((S)-1-methylpyrrolidin-2-yl)methoxy)-7-(naphthalen-1-yl)-5,6-dihydroquinazolin-4-yl)piperazin-2-yl)acetonitrile formate